N[C@@H](CC(=O)O)C1=CC(=CC=C1)F (3S)-3-Amino-3-(3-fluorophenyl)propanoic acid